C(C)OC(=O)C1=C(C2=C([Se]1)C=CC=C2OCOC)I 3-iodo-4-(methoxymethoxy)benzo[b]selenophene-2-carboxylic acid ethyl ester